trifluoromethyl-p-methoxystyrene FC(F)(F)C=CC1=CC=C(C=C1)OC